4-(3-chloroanilino)spiro[cyclohexane-1,1'-indene]-4-carboxylic acid ClC=1C=C(NC2(CCC3(C=CC4=CC=CC=C34)CC2)C(=O)O)C=CC1